2-(4-(4-Chloro-7H-pyrrolo[2,3-d]pyrimidin-6-yl)phenyl)ethanol tert-butyl-3-(2-hydroxyethyl)-3-(3-hydroxy-1H-pyrazol-5-yl)pyrrolidine-1-carboxylate C(C)(C)(C)C1N(CCC1(C1=CC(=NN1)O)CCO)C(=O)OCCC1=CC=C(C=C1)C1=CC2=C(N=CN=C2Cl)N1